C(C)(C)(C)OC(=O)N1CC(CC1)(C(F)(F)F)OCCO[Si](C)(C)C(C)(C)C 3-(2-((tert-butyldimethylsilyl)oxy)ethoxy)-3-(trifluoromethyl)pyrrolidine-1-carboxylic acid tert-butyl ester